5-(1-(3-morpholino-bicyclo[1.1.1]pentan-1-yl)-2-(tetrahydrofuran-3-yl)-1H-imidazol-4-yl)-3-(trifluoro-methoxy)pyridin-2-amine O1CCN(CC1)C12CC(C1)(C2)N2C(=NC(=C2)C=2C=C(C(=NC2)N)OC(F)(F)F)C2COCC2